(R*)-6-(Cyclopropanecarboxamido)-4-((1-(2-methoxyethyl)-4-oxo-5-(1,1,1-trifluoropropan-2-yl)-4,5-dihydro-1H-pyrrolo[3,2-c]pyridin-3-yl)amino)-N-(methyl-d3)nicotinamide C1(CC1)C(=O)NC1=NC=C(C(=O)NC([2H])([2H])[2H])C(=C1)NC1=CN(C2=C1C(N(C=C2)[C@@H](C(F)(F)F)C)=O)CCOC |o1:29|